3-cyclopropyl-N-(6-(difluoromethoxy)-4-fluoro-1-(1-methylcyclobutyl)-1H-benzo[d]imidazol-2-yl)-3-methylbutanamide C1(CC1)C(CC(=O)NC1=NC2=C(N1C1(CCC1)C)C=C(C=C2F)OC(F)F)(C)C